FC1=C(C=CC(=C1)Br)CCC(=O)O 3-(2-fluoro-4-bromophenyl)propionic acid